NC1=NC=2C3=C(C(CC2C=N1)(C)C)C(=NN3)C(=O)NC=3SC=C(N3)COC3CCN(CC3)C3CCCCC3 8-amino-N-(4-{[(1-cyclohexylpiperidin-4-yl)oxy]methyl}-1,3-thiazol-2-yl)-4,4-dimethyl-4,5-dihydro-1H-pyrazolo[4,3-H]quinazoline-3-carboxamide